(1s,4s)-4-((2-(difluoromethoxy)-4,5-difluorophenyl)carbamoyl)-4-(2-isopropylphenyl)-1-(methyl-d3)cyclohexane-1-carboxylic acid FC(OC1=C(C=C(C(=C1)F)F)NC(=O)C1(CCC(CC1)(C(=O)O)C([2H])([2H])[2H])C1=C(C=CC=C1)C(C)C)F